(1-(3,5-difluorobenzyl)-6-(3-methoxy-5H-pyrrolo[2,3-b]pyrazin-5-yl)-1H-imidazo[4,5-b]pyridin-2-yl)methanol FC=1C=C(CN2C(=NC3=NC=C(C=C32)N3C=CC=2C3=NC(=CN2)OC)CO)C=C(C1)F